(S)-isobutyl (4-methoxy-2-((1-(1-methyl-3-phenyl-1H-1,2,4-triazol-5-yl)ethyl)carbamoyl)pyridin-3-yl) carbonate C(OCC(C)C)(OC=1C(=NC=CC1OC)C(N[C@@H](C)C1=NC(=NN1C)C1=CC=CC=C1)=O)=O